N-(7-methoxy-6-(4-methoxyphenyl)-2,3-diphenylpyrazolo[1,5-a]pyrimidin-5-yl)isoxazol-4-amine COC1=C(C(=NC=2N1N=C(C2C2=CC=CC=C2)C2=CC=CC=C2)NC=2C=NOC2)C2=CC=C(C=C2)OC